3-(4-fluoro-3-phenoxyphenyl)acrylonitrile FC1=C(C=C(C=C1)C=CC#N)OC1=CC=CC=C1